N-(3-Chloro-4-methoxyphenyl)-6-pyrrolidin-1-yl-N1-p-tolyl-[1,3,5]triazine-2,4-diamine hydrochloride Cl.ClC=1C=C(C=CC1OC)NC1N(C(=NC(=N1)N)N1CCCC1)C1=CC=C(C=C1)C